1-(3-amino-2-isopropyl-pyridine-4-yl)ethane-1-ol NC=1C(=NC=CC1C(C)O)C(C)C